2-[1-[2-(3,4-Dihydro-1H-benzofuro[3,2-c]pyridin-2-yl)-6-methyl-4-oxo-chromen-8-yl]ethylamino]benzoic acid C1N(CCC2=C1C1=C(O2)C=CC=C1)C=1OC2=C(C=C(C=C2C(C1)=O)C)C(C)NC1=C(C(=O)O)C=CC=C1